CS(=O)(=O)OCC=1N=NC(=CC1)N1C(NC(CC1)=O)=O (6-(2,4-dioxotetrahydropyrimidin-1(2H)-yl)pyridazin-3-yl)methyl methanesulfonate